(R)-3-(3,5-difluoro-4-((6S,8R)-8-methyl-2-oxo-7-(2,2,2-trifluoroethyl)-3-Trityl-2,3,6,7,8,9-hexahydrooxazolo[5,4-f]isoquinolin-6-yl)phenoxy)pyrrolidine-1-carboxylic acid FC=1C=C(O[C@H]2CN(CC2)C(=O)O)C=C(C1[C@H]1N([C@@H](CC2=C3C(=CC=C12)N(C(O3)=O)C(C3=CC=CC=C3)(C3=CC=CC=C3)C3=CC=CC=C3)C)CC(F)(F)F)F